5-iodo-1,3-dimethyl-1H-pyrazole-4-carbonitrile IC1=C(C(=NN1C)C)C#N